2-(4-methoxy-3-nitrophenyl)propanoic acid COC1=C(C=C(C=C1)C(C(=O)O)C)[N+](=O)[O-]